N-(1-(1-(4-bromo-3-fluorophenyl)cyclopropyl)-2-(4-methylpiperazin-1-yl)-2-oxoethyl)propionamide BrC1=C(C=C(C=C1)C1(CC1)C(C(=O)N1CCN(CC1)C)NC(CC)=O)F